C1CC12CCN(CC2)C(=O)OC(C)(C)C tert-Butyl 6-azaspiro[2.5]octane-6-carboxylate